4-(2,3-dihydro-1,4-dioxa-5-aza-7-naphthylamino)-2-{3-methoxy-4-[(1r,3r)-3-(dimethylamino)cyclobutoxy]phenylamino}pyrimidine O1CCOC2=NC=C(C=C12)NC1=NC(=NC=C1)NC1=CC(=C(C=C1)OC1CC(C1)N(C)C)OC